C(N1[C@H]2C=3N([C@@H](C4=C(C1=O)C=CC=C4C#CC)C2)C2=C(N3)C=CC(=C2)C=2C=NC(=NC2)C2CNCC2)([2H])([2H])[2H] (7R,14R)-6-(methyl-d3)-1-(prop-1-yn-1-yl)-11-(2-(pyrrolidin-3-yl)pyrimidin-5-yl)-6,7-dihydro-7,14-methanobenzo[f]benzo[4,5]imidazo[1,2-a][1,4]diazocin-5(14H)-one